3,6-di-methylphenylisocyanate CC=1C=C(C(=CC1)C)N=C=O